OC1=C(C=C(C=O)C=C1OC)OC 4-hydroxy-3,5-dimethoxybenzaldehyd